N,N-bis-(3-aminopropyl)-ethylenediamine NCCCN(CCN)CCCN